3-aminopropyl-tri-eth-oxysilane NCCC[Si](OCC)(OCC)OCC